OC=1N=C(C2=C(N1)C=CS2)O 2,4-dihydroxythieno[3,2-d]pyrimidine